BrC=1C(=C(C=CC1)C(C)=O)C 1-(3-bromo-2-methylphenyl)ethane-1-one